C(C1=CC=CC=C1)OC=1C=C(CNCCNCCO)C=CC1OCC1=CC=CC=C1 2-((2-((3,4-bis(benzyloxy)benzyl)amino)ethyl)amino)ethan-1-ol